N-(1-(3-(cyclopropanesulfonamido)phenyl)-3-(dimethylamino)propyl)-5-(6-ethoxypyrazin-2-yl)thiazole-2-carboxamide C1(CC1)S(=O)(=O)NC=1C=C(C=CC1)C(CCN(C)C)NC(=O)C=1SC(=CN1)C1=NC(=CN=C1)OCC